6-piperazin-1-yl-pyridine-3-carboxamide N1(CCNCC1)C1=CC=C(C=N1)C(=O)N